FC1=CC(=C(C=C1[N+](=O)[O-])C1=C(C(=NC(=N1)N)C1=CN(C2=CC(=CC=C12)OC)C)C(F)(F)F)OC (4-fluoro-2-methoxy-5-nitrophenyl)-4-(6-methoxy-1-methyl-1H-indol-3-yl)-5-(trifluoromethyl)pyrimidin-2-amine